3-[3-tert-butyl-5-hydroxy-2-hydroxyphenyl]-2H-benzotriazol C(C)(C)(C)C=1C(=C(C=C(C1)O)N1NNC2=C1C=CC=C2)O